maleinic hydrazide C(\C=C/C(=O)O)(=O)NN